ClC1=CC=C2C(=N1)C(=CN2)NC2=NC1=C(N2CCOC)C(=C(C=C1)F)F N-(5-chloro-1H-pyrrolo[3,2-b]pyridin-3-yl)-6,7-difluoro-1-(2-methoxyethyl)-1H-benzo[d]imidazole-2-amine